benzo[d]Azol-2-ylboronic acid N1C(=CC2=C1C=CC=C2)B(O)O